2-((8R,9S,13S,14S,17R)-17-hydroxy-3-methoxy-13-methyl-7,8,9,11,12,13,14,15,16,17-decahydro-6H-cyclopenta[a]phenanthren-17-yl)ethyl 4-methylbenzenesulfonate CC1=CC=C(C=C1)S(=O)(=O)OCC[C@@]1(CC[C@H]2[C@@H]3CCC=4C=C(C=CC4[C@H]3CC[C@]12C)OC)O